FC1=C(C=CC=C1)C1NC(OC1)=O 4-(2-fluorophenyl)-oxazolidin-2-one